FC1=CC2=C(NC(=N2)C=2C(=NC=C(C2N2CCC(CC2)N)C2=CC(=CC=C2)F)N2CC(C2)F)C(=C1)OC 1-[3-(5-fluoro-7-methoxy-1H-1,3-benzodiazol-2-yl)-2-(3-fluoroazetidin-1-yl)-5-(3-fluorophenyl)pyridin-4-yl]piperidin-4-amine